2-(carbamoyl-azo)-isobutyronitrile C(N)(=O)N=NC(C#N)(C)C